Cl.NC1=C(C=C(C(=C1)Cl)OC)C1C(CN(C1)CC1=CC=CC=C1)C(=O)OC methyl 4-(2-amino-4-chloro-5-methoxy-phenyl)-1-benzyl-pyrrolidine-3-carboxylate hydrochloride